ClC=1C=C(CN2C(=NC3=NC=C(C=C32)C=3C2=C(C(N(C3)C)=O)NC=C2)C)C=CC1 4-(1-(3-chlorobenzyl)-2-methyl-1H-imidazo[4,5-b]pyridin-6-yl)-6-methyl-1H-pyrrolo[2,3-c]pyridin-7(6H)-one